ClC=1C(=C(C#N)C=C(C1)C(C)(C)C1=CC=C(C=C1)C=1C=NC(=NC1)S(=O)(=O)C)OCCCl 3-chloro-2-(2-chloroethoxy)-5-(2-(4-(2-(methylsulfonyl)pyrimidin-5-yl)phenyl)propan-2-yl)benzonitrile